C(C)OC1=NC=CC=C1C1=CC(=C2C(=N1)C=NN2[C@H](CC)C)NCC=2C=NN(C2)C (S)-5-(2-ethoxy-3-pyridyl)-1-[1-methylpropyl]-N-[(1-methylpyrazol-4-yl)methyl]pyrazolo[4,3-b]pyridin-7-amine